N-alpha-methyl-O-t-butyl-L-serine CC(C)(C)OC[C@@H](C(=O)O)NC